C12CC(CCC2C1)N(C(=O)[C@@H]1[C@H]2C[C@H]2CN1S(=O)(=O)C1=CC=C(C)C=C1)CC1=CC2=C(CCO2)C=C1 (1S,2S,5R)-N-(bicyclo[4.1.0]heptan-3-yl)-N-((2,3-dihydrobenzofuran-6-yl)methyl)-3-tosyl-3-azabicyclo[3.1.0]hexane-2-carboxamide